COC=1C(=C(C=CC1)C#CC1CNC1)C 3-[2-(3-Methoxy-2-methylphenyl)ethynyl]azetidine